[4-[2-[1-(2,2-Difluoroethyl)-4-piperidyl]-3H-imidazo[4,5-b]pyridin-7-yl]-3,6-dihydro-2H-pyridin-1-yl]-[2-nitro-4-(trifluoromethoxy)phenyl]methanone FC(CN1CCC(CC1)C1=NC=2C(=NC=CC2C=2CCN(CC2)C(=O)C2=C(C=C(C=C2)OC(F)(F)F)[N+](=O)[O-])N1)F